ClC1=C(C(=CC=C1)Cl)N1C=2N(C3=C(C1=O)C=NC(=N3)NC3=CC=C(C=C3)C(=O)N3CCC(CC3)N(C)C)C=CN2 6-(2,6-dichlorophenyl)-2-[(4-{[4-(dimethylamino)piperidin-1-yl]carbonyl}phenyl)amino]imidazo[1,2-a]pyrimido[5,4-e]pyrimidin-5(6H)-one